[K+].N1=CC(=CC=C1)C(=O)[O-] Pyridine-3-carboxylic acid potassium salt